6-((2R,3S,4S,5R)-3-(3,4-difluoro-2-methoxyphenyl)-4,5-dimethyl-5-(trifluoromethyl)tetrahydrofuran-2-carboxamido)pyrazine-2-carboxamide FC=1C(=C(C=CC1F)[C@H]1[C@@H](O[C@]([C@H]1C)(C(F)(F)F)C)C(=O)NC1=CN=CC(=N1)C(=O)N)OC